aluminum tris(linoleate) C(CCCCCCC\C=C/C\C=C/CCCCC)(=O)[O-].C(CCCCCCC\C=C/C\C=C/CCCCC)(=O)[O-].C(CCCCCCC\C=C/C\C=C/CCCCC)(=O)[O-].[Al+3]